(2R)-sec-butyl methanesulfonate CS(=O)(=O)OC(C)CC